Butylcyclohexandiol C(CCC)C1C(CCCC1)(O)O